[BrH+]C=1N=C(SC1)C[C@@H](C(=O)O)NC(=O)OC(C)(C)C (S)-3-(4-Bromoniothiazol-2-yl)-2-((tert-butoxycarbonyl)amino)propionic acid